N-[4-(6,7-dimethoxy-quinolin-4-yl)oxy-3-fluorophenyl]-5-(furan-2-yl)-4-hydroxy-6-methylpyridine-3-carboxamide COC=1C=C2C(=CC=NC2=CC1OC)OC1=C(C=C(C=C1)NC(=O)C=1C=NC(=C(C1O)C=1OC=CC1)C)F